C(C)OC(C(CC(CC1=CC=C(C=C1)C(F)(F)F)=O)=O)=O 2,4-dioxo-5-(4-(trifluoromethyl)phenyl)pentanoic acid ethyl ester